tert-butyl (benzyloxy)(propyl)carbamate C(C1=CC=CC=C1)ON(C(OC(C)(C)C)=O)CCC